C(C)(C)(C)OC(=O)N1CCC(CC1)CCCCCCCC=1C=C2C(N(C(C2=C(C1)NC(C)=O)=O)[C@H](CS(=O)(=O)C)C1=CC(=C(C=C1)OC)OCC)=O (S)-4-(7-(7-acetamido-2-(1-(3-ethoxy-4-methoxyphenyl)-2-(methylsulfonyl)ethyl)-1,3-dioxoisoindolin-5-yl)heptyl)piperidine-1-carboxylic acid tert-butyl ester